BrC=1C=NN2N=C(C=CC21)OC 3-bromo-6-methoxy-pyrazolo[1,5-b]pyridazine